N,N-dimethyl-1-(phenylselenyl)indol-3-amine CN(C1=CN(C2=CC=CC=C12)[Se]C1=CC=CC=C1)C